NC=1C=C2C(=CNC2=CC1)C(C(=O)NC1C(N(CC1)C1=CC=CC=C1)=O)=O 2-(5-amino-1H-indol-3-yl)-2-oxo-N-(2-oxo-1-phenylpyrrolidin-3-yl)acetamide